6-chloro-5-methoxy-1-methyl-3-(1H-pyrazol-4-yl)-2-(5-(2,2,2-trifluoro-1-methoxyethyl)-4H-1,2,4-triazol-3-yl)-1H-pyrrolo[3,2-b]pyridine ClC=1C=C2C(=NC1OC)C(=C(N2C)C2=NN=C(N2)C(C(F)(F)F)OC)C=2C=NNC2